ClC=1C=CC2=C(C[C@@]3(CN(CC3)C[C@@H](COC3=C(C=CC(=C3)O)NC(C)=O)O)O2)C1 N-[2-({(2S)-3-[(2R)-5-chloro-1H,3H-spiro[1-benzofuran-2,3'-pyrrolidin]-1'-yl]-2-hydroxypropyl}oxy)-4-hydroxyphenyl]acetamide